C(C=C)N1N=C(C(C(=C1)C1=CC=C(C=C1)F)=O)C(=O)NC=1C=NC(=NC1)OC1=C(C(=NC=C1)N)Cl allyl-N-(2-((2-amino-3-chloropyridin-4-yl)oxy)pyrimidin-5-yl)-5-(4-fluorophenyl)-4-oxo-1,4-dihydropyridazine-3-carboxamide